C(C)(C)(C)N1N=C(C(=C1C)O)C1=CC=C(C=C1)Cl 1-(tert-butyl)-3-(4-chlorophenyl)-5-methyl-pyrazol-4-ol